C(C)(=O)N[C@H]1[C@@H](S)O[C@@H]([C@@H]([C@@H]1OC(C)=O)OC(C)=O)COC(C)=O N-acetyl-tri-O-acetyl-1-thio-α-D-galactosamine